SC1=NC(=CC(=N1)C)C 2-mercapto-4,6-dimethylpyrimidine